FC=1C=NN(C1)C1=CC=C(C=N1)C(C)N1CC(NC2(C1=O)CCN(CC2)C(=O)OC(C)(C)C)=O tert-butyl 4-(1-(6-(4-fluoro-1H-pyrazol-1-yl) pyridin-3-yl) ethyl)-2,5-dioxo-1,4,9-triazaspiro[5.5]undecane-9-carboxylate